5-methyl-6-octyl-[1,2,4]triazolo[1,5-a]pyrimidin-7-amine CC1=NC=2N(C(=C1CCCCCCCC)N)N=CN2